(S)-4-((5-(5-methyl-3,4,5,6-tetrahydropyridin-2-yl)benzo[d]thiazol-2-yl)methyl)morpholine C[C@H]1CCC(=NC1)C=1C=CC2=C(N=C(S2)CN2CCOCC2)C1